5-(5-(5-chloro-2-fluorophenyl)-1-((2-(trimethylsilyl)ethoxy)methyl)-1H-imidazol-4-yl)benzo[d]oxazol-2-amine ClC=1C=CC(=C(C1)C1=C(N=CN1COCC[Si](C)(C)C)C=1C=CC2=C(N=C(O2)N)C1)F